OC1=C(C=C(C(=C1OC)OC)OC)C=CC1=CC=C(C=C1)OC hydroxy-3,4,5,4'-tetramethoxystilbene